C(=O)O.C(=O)O.C(=O)O.FC1(CC(C1)NC=1N=CC2=C(N(C(C=3C=C(C=CC23)N2CC3(COC3)C2)=O)[C@@H]2CC[C@H](CC2)O)N1)F trans-3-((3,3-difluorocyclobutyl)amino)-5-(4-hydroxycyclohexyl)-8-(2-oxa-6-azaspiro[3.3]heptan-6-yl)pyrimido[4,5-c]isoquinolin-6(5H)-one triformic acid salt